F[C@H]1CN(CC1)CC(=O)N1CC2(C1)CCN(CC2)C2=CC(=C1C(=N2)C(=CS1)C(=O)NC)C(F)(F)F 5-[2-[2-[(3R)-3-fluoropyrrolidin-1-yl]acetyl]-2,7-diazaspiro[3.5]non-7-yl]-N-methyl-7-(trifluoromethyl)thieno[3,2-b]pyridine-3-carboxamide